methyl ((6-((3'-(5-(((2-(4-aminobutanamido)ethyl)amino)methyl)picolinamido)-2-chloro-2'-methyl-[1,1'-biphenyl]-3-yl)carbamoyl)pyridin-3-yl)methyl)-L-serinate NCCCC(=O)NCCNCC=1C=CC(=NC1)C(=O)NC=1C(=C(C=CC1)C1=C(C(=CC=C1)NC(=O)C1=CC=C(C=N1)CN[C@@H](CO)C(=O)OC)Cl)C